(S)-1-methoxy-1,4-dioxo-4-phenylbutan-2-aminium chloride [Cl-].COC([C@H](CC(C1=CC=CC=C1)=O)[NH3+])=O